3-(2-cyclopropyl-4-(4-fluorophenyl)-3-quinolyl)acrolein C1(CC1)C1=NC2=CC=CC=C2C(=C1C=CC=O)C1=CC=C(C=C1)F